OC1=CC=C(C=C1)N1CCN(CC1)C(=O)C1=CNC2=CC=CC=C2C1=O 3-[4-(4-Hydroxyphenyl)piperazine-1-carbonyl]-1H-quinolin-4-one